2-hydrazineyl-2-oxoacetamide N(N)C(C(=O)N)=O